NC1=CC=C(C(=N1)C1=C(C=C2C(=NC=NC2=C1)N1CCN(CC1)C(C=C)=O)C1CC1)C(F)(F)F 1-[4-[7-[6-Amino-3-(trifluoromethyl)-2-pyridinyl]-6-cyclopropyl-quinazolin-4-yl]piperazin-1-yl]prop-2-en-1-one